ClC1=CC(=NC=N1)NCC=1N=C2N(C=C(C=C2N2CCOCC2)C2CC2)C1 6-chloro-N-((6-cyclopropyl-8-morpholinoimidazo[1,2-a]pyridin-2-yl)methyl)pyrimidin-4-amine